C=C1CCOC2=C1C=NC=C2 4-methylene-2,3-dihydropyrano[3,2-c]pyridine